O=C1N(C(C=C1)=O)C(C(=O)[O-])CCCC 2,5-dioxo-2,5-dihydro-1H-pyrrol-1-ylhexanoate